Tetraallyloxyethane C=CCOC(C(OCC=C)OCC=C)OCC=C